N(N=CC=1C=CC(=C(C(=O)O)C1)O)=CC=1C=CC(=C(C(=O)O)C1)O 5,5'-(hydrazine-1,2-diylidenebis(methanylylidene))bis(2-hydroxybenzoic acid)